FC(OC1=CC=CC=2C(N([C@H]3C=4N([C@@H](C21)C3)C3=C(N4)C=CC(=C3)C3=C(C=C(C=C3F)P(=O)(C)C)F)C([2H])([2H])[2H])=O)F (7R,14R)-1-(difluoromethoxy)-11-(4-(dimethylphosphoryl)-2,6-difluorophenyl)-6-(methyl-d3)-6,7-dihydro-7,14-methanobenzo[f]benzo[4,5]imidazo[1,2-a][1,4]diazocin-5(14H)-one